tert-butyl N-[5-[[2-[(2R,5S)-2-(3-chloro-4,5-difluoro-phenyl)-5-methyl-1-piperidyl]-2-oxo-acetyl]amino]-3-methyl-2-pyridyl]carbamate ClC=1C=C(C=C(C1F)F)[C@@H]1N(C[C@H](CC1)C)C(C(=O)NC=1C=C(C(=NC1)NC(OC(C)(C)C)=O)C)=O